(1R,2R)-N-[7-chloro-6-[4-((R)-3-methyltetrahydrofuran-3-yl)piperazin-4-ium-1-yl]-3-isoquinolyl]-2-[1-methyl-5-(trifluoromethyl)pyrazol-4-yl]cyclopropanecarboxamide ClC1=C(C=C2C=C(N=CC2=C1)NC(=O)[C@H]1[C@@H](C1)C=1C=NN(C1C(F)(F)F)C)N1CC[NH+](CC1)[C@]1(COCC1)C